N1=C(NC2=C1C=CC=C2)C2(CC=CC=C2)O (1-benzimidazol-2-yl)phenol